2-(tributylphosphino)acetonitrile C(CCC)P(CC#N)(CCCC)CCCC